[1-[2-[(4-methoxyphenyl)methyl]pyrazol-3-yl]-6-[(3R)-3-methylmorpholin-4-yl]pyrazolo[3,4-b]pyridin-4-yl]boronic acid COC1=CC=C(C=C1)CN1N=CC=C1N1N=CC=2C1=NC(=CC2B(O)O)N2[C@@H](COCC2)C